tert-butyl 2-(4-amino-6-chloro-9H-pyrimido[4,5-b]indol-9-yl)acetate NC1=NC=NC=2N(C3=CC=C(C=C3C21)Cl)CC(=O)OC(C)(C)C